ClC1=C(C=CC=C1Cl)C1=NNC=2C1=NC=C(C2)C2C[C@@H](CC2)N (1R)-3-(3-(2,3-dichlorophenyl)-1H-pyrazolo[4,3-b]pyridin-6-yl)cyclopentan-1-amine